(2R)-N-{4-[7-(Cyclopropyloxy)-5-fluoro-3-(pyridin-2-yl)-1H-pyrrolo[3,2-b]pyridin-2-yl]pyridin-2-yl}-4,4-difluoro-2-(4-fluorophenyl)butanamid C1(CC1)OC1=C2C(=NC(=C1)F)C(=C(N2)C2=CC(=NC=C2)NC([C@H](CC(F)F)C2=CC=C(C=C2)F)=O)C2=NC=CC=C2